copper bistriflimide [N-](S(=O)(=O)C(F)(F)F)S(=O)(=O)C(F)(F)F.[Cu+2].[N-](S(=O)(=O)C(F)(F)F)S(=O)(=O)C(F)(F)F